NC1(CCN(CC1)C=1N=C2C(=NC1)N=C(C=C2)SC2=C(C(=NC=C2)N)Cl)C 4-((2-(4-Amino-4-methylpiperidin-1-yl)pyrido[2,3-b]pyrazin-6-yl)thio)-3-chloropyridin-2-amine